FC1(CN(CC1O)C(=O)OC(C)(C)C)F tert-butyl 3,3-difluoro-4-hydroxy-pyrrolidine-1-carboxylate